p-hydroxyphenylethanol C1=CC(=CC=C1CCO)O